(1R,3S)-3-(5-{5-[(2-formylphenyl)carbamoyl]-2-methyl pyrazole-3-amido}-2H-pyrazol-3-yl)cyclopentyl N-isopropylcarbamate C(C)(C)NC(O[C@H]1C[C@H](CC1)C=1NN=C(C1)NC(=O)C=1N(N=C(C1)C(NC1=C(C=CC=C1)C=O)=O)C)=O